4-Nitrobenzene phosphate disodium salt [Na+].[Na+].P(=O)([O-])([O-])O.[N+](=O)([O-])C1=CC=CC=C1